3-(3,4-dihydroxyphenyl)-N-(4-hydroxyphenethyl)propanamide OC=1C=C(C=CC1O)CCC(=O)NCCC1=CC=C(C=C1)O